4-PhenoxyCoumarin O(C1=CC=CC=C1)C1=CC(OC2=CC=CC=C12)=O